FC1=C2C=CN(C2=CC(=C1OC=1C=CC(=C(C1)C=1NC=C(N1)CC=1C(=C(C=CC1)C(C(=O)O)C)F)F)F)P(=O)(O)O (3-((2-(5-((4,6-difluoro-1-phosphono-1H-indol-5-yl)oxy)-2-fluorophenyl)-1H-imidazol-4-yl)methyl)-2-fluorophenyl)propanoic acid